C(C)(=O)OC1C(OC(C1OC(C)=O)N1N=CC=2C1=NC(=CC2Cl)Cl)COC(C)=O (Acetoxymethyl)-5-(4,6-dichloro-1H-pyrazolo[3,4-b]pyridin-1-yl)tetrahydrofuran-3,4-diyl diacetate